N6-benzoyl-2'-deoxy-2'-methoxy-2'-C-methyladenosine C(C1=CC=CC=C1)(=O)NC=1C=2N=CN([C@H]3[C@]([C@H](O)[C@@H](CO)O3)(C)OC)C2N=CN1